COC1=C(C=CC(=C1)N)C1=C(C=CC(=C1)N)OC 2,2'-dimethoxy-4,5'-diaminobiphenyl